4-fluoro-N-(2-((2-(7-formyl-2-methoxyquinoxalin-5-yl)-4-methylbenzo[d]thiazol-6-yl)oxy)ethyl)benzenesulfonamide FC1=CC=C(C=C1)S(=O)(=O)NCCOC1=CC2=C(N=C(S2)C2=C3N=CC(=NC3=CC(=C2)C=O)OC)C(=C1)C